(S)-2-amino-3-(4-(3-methyl-2-oxo-dihydrobenzo[d]oxazol-5-yl)phenyl)propionitrile N[C@H](C#N)CC1=CC=C(C=C1)C1=CC=C2C(N(C(O2)=O)C)C1